N-(2-((2H-tetrazol-5-yl)amino)-2-oxoethyl)-2-(3-(1-acetylpiperidin-4-yl)-5'-fluoro-1'-methyl-1H,1'H-[4,6'-biindazol]-1-yl)acetamide N=1NN=NC1NC(CNC(CN1N=C(C=2C(=CC=CC12)C1=C(C=C2C=NN(C2=C1)C)F)C1CCN(CC1)C(C)=O)=O)=O